tertiary-butyl chloride C(C)(C)(C)Cl